N-(1'-(2-(cyclopentyloxy)-6-methylpyrimidin-4-yl)-1',2'-dihydrospiro[cyclopropane-1,3'-pyrrolo[3,2-c]pyridin]-6'-yl)acetamide C1(CCCC1)OC1=NC(=CC(=N1)N1CC2(C=3C=NC(=CC31)NC(C)=O)CC2)C